FC1=C(N=CC2=C1N=C(N=C2N2CC1CCC(C2)N1C(=O)[O-])OCC12CCCN2CCC1)C1=C(C=CC=C1)O 3-(8-fluoro-2-((hexahydro-1H-pyrrolizin-7a-yl)methoxy)-7-(2-hydroxyphenyl)pyrido[4,3-d]pyrimidin-4-yl)-3,8-diazabicyclo[3.2.1]octane-8-carboxylate